C1=C(C=CC2=CC=CC=C12)C(=O)OC1(CC(=C(CC1)C)C)C(C)=O 1-acetyl-3,4-dimethylcyclohex-3-en-1-yl 2-naphthoate